FC1=C(C=CC=C1CN1C(OC2=C(C1C)C=CC(=C2)OC2=NC=CC=N2)=O)NC(OC(C)(C)C)=O tert-butyl (2-fluoro-3-((4-methyl-2-oxo-7-(pyrimidin-2-yloxy)-2H-benzo[e][1,3]oxazin-3(4H)-yl)methyl)phenyl)carbamate